OC(C)(C)C(C)(C)O.B(O)O boronic acid compound with pinacol